ClC=1N=NC(=CC1OCCC1(CCCCC1)N)Cl (3,6-dichloropyridazin-4-yl)oxyethyl-1-cyclohexanamine